FC(C(=O)O)(F)F.NC1=NC=CC2=C1N=C(N=C2NC)C=2C=C(C=CC2)C#C[C@]2(C(N(CC2)C)=O)O (R)-3-((3-(8-amino-4-(methylamino)pyrido[3,4-d]pyrimidin-2-yl)phenyl)ethynyl)-3-hydroxy-1-methylpyrrolidin-2-one trifluoroacetate